3-[(3R)-3-[1-[4-[[(1R)-1-(2,4-dichlorophenyl)ethyl]amino]-6-ethyl-pyrimidin-2-yl]azetidin-3-yl]-1-piperidyl]-1-methyl-cyclobutanecarboxylic acid ClC1=C(C=CC(=C1)Cl)[C@@H](C)NC1=NC(=NC(=C1)CC)N1CC(C1)[C@@H]1CN(CCC1)C1CC(C1)(C(=O)O)C